OCCC1CCNCC1 4-(2-hydroxyethyl)piperidin